N-(1-methyl-1H-pyrrolo[2,3-b]pyridine-5-carbonyl)-O-(trans-3-(2-(5,6,7,8-tetrahydro-1,8-naphthyridin-2-yl)ethyl)cyclobutyl)homoserine CN1C=CC=2C1=NC=C(C2)C(=O)N[C@@H](CCO[C@@H]2C[C@H](C2)CCC2=NC=1NCCCC1C=C2)C(=O)O